S1N=CC=N1 1,2,5-thiadi-azole